2-benzyl-6-(2-hydroxyphenyl)isoquinolin-1(2H)-one C(C1=CC=CC=C1)N1C(C2=CC=C(C=C2C=C1)C1=C(C=CC=C1)O)=O